6-isocyanatohexyl-dimethyl-methoxysilane N(=C=O)CCCCCC[Si](OC)(C)C